C1(CCC1)N1CCC(CCC1)N1CCC(CC1)C=1C=CC2=C(N(C(=N2)C2=CC=C(C=C2)S(=O)(=O)C)C)C1F 6-(1-(1-Cyclobutylazepan-4-yl)piperidin-4-yl)-7-fluoro-1-methyl-2-(4-(methylsulfonyl)phenyl)-1H-benzo[d]imidazol